Cl.O=C1NC(CCC1C1=CC(=C(C=C1)N1CCC(CC1)(O)CC(=O)O)F)=O 2-[1-[4-(2,6-dioxo-3-piperidinyl)-2-fluoro-phenyl]-4-hydroxy-4-piperidinyl]acetic acid hydrochloride